ethyl (2S)-2-[[[(2R,3R,4R,5R)-5-(4-aminopyrrolo[2,1-f][1,2,4]triazin-7-yl)-5-cyano-4-fluoro-3-hydroxy-4-methyloxolan-2-yl]methoxy-phenoxyphosphoryl]amino]-3-phenylpropanoate NC1=NC=NN2C1=CC=C2[C@]2([C@]([C@@H]([C@H](O2)COP(=O)(OC2=CC=CC=C2)N[C@H](C(=O)OCC)CC2=CC=CC=C2)O)(C)F)C#N